1-(5Z,8Z,11Z,14Z-eicosatetraenoyl)-2-(9Z-pentadecenoyl)-glycero-3-phosphocholine C(C=C\C=C/C=C\C=C/CCCCCCCCCCC)(=O)OCC(OC(C=CCCCCCCCCCCCC)=O)COP(=O)([O-])OCC[N+](C)(C)C